COC1=C2C=C(N(C2=CC=C1)C1=NC=CC=C1)C 4-methoxy-2-methyl-1-(pyridin-2-yl)indole